3-ethyl-4-phenylpiperazine C(C)C1CNCCN1C1=CC=CC=C1